BrC=1C=NC(=NC1)C1(CC(C1)(C)CO)NC(OC(C)(C)C)=O tert-Butyl N-[1-(5-bromopyrimidin-2-yl)-3-(hydroxymethyl)-3-methylcyclobutyl]-carbamate